5-(4-(3-phenylpropan-1-yne-1-yl)phenyl)-1,3,4-oxadiazol-2(3H)-thione C1(=CC=CC=C1)CC#CC1=CC=C(C=C1)C1=NNC(O1)=S